tert-butyl 4-[[[1-[3-(2,4-dioxohexahydropyrimidin-1-yl)imidazo[1,2-a]pyridin-8-yl]-4-piperidyl]-methyl-amino]methyl]piperidine-1-carboxylate O=C1N(CCC(N1)=O)C1=CN=C2N1C=CC=C2N2CCC(CC2)N(C)CC2CCN(CC2)C(=O)OC(C)(C)C